(3-(2,5-dimethyl-4-nitrophenoxy)phenyl)(methyl)(phenylimino)-λ6-sulfanone CC1=C(OC=2C=C(C=CC2)S(=O)(=NC2=CC=CC=C2)C)C=C(C(=C1)[N+](=O)[O-])C